ClC1=CC=C(OC(C(=O)NC2=CC=C(C=C2)OOCC2=CC=C(C=C2)C#N)(C)C)C=C1 2-(4-chlorophenoxy)-N-(4-((4-cyanobenzyloxy)oxy)phenyl)-2-methylpropanamide